COC1=CC=2N=CN=C(C2N=C1NC(=O)C1(CCOCC1)C(F)(F)F)C=1C(=NN(C1)C)C1=CC=CC=C1 N-(7-methoxy-4-(1-methyl-3-phenyl-1H-pyrazol-4-yl)pyrido[3,2-d]pyrimidin-6-yl)-4-(trifluoromethyl)tetrahydro-2H-pyran-4-carboxamide